C(C)N1N=C(C(=C1)C(=O)NC(=S)NNC)C1=CC(=CC=C1)[N+](=O)[O-] 1-Ethyl-N-(2-methylhydrazine-1-carbonothioyl)-3-(3-nitrophenyl)-1H-pyrazole-4-carboxamide